FC(C1=NN(C(C=C1C1=CC(=CC(=C1)F)F)=O)CC(=O)OC)F methyl 2-(3-(difluoromethyl)-4-(3,5-difluorophenyl)-6-oxopyridazin-1(6H)-yl)acetate